COC1(CC(C1)(C1=CC=CC=C1)C(C)=NNC1=C(C=C(C=C1C)C)C)OC 1-(1-(3,3-dimethoxy-1-phenylcyclobutyl)ethylidene)-2-mesitylhydrazine